C(#N)C1=CC=C(C=C1)[C@](CC(=O)NC1(CC1)C1=CC(=CC=C1)OCC(F)(F)F)(C)O (R)-3-(4-cyanophenyl)-3-hydroxy-N-(1-(3-(2,2,2-trifluoroethoxy)phenyl)-cyclopropyl)-butanamide